ethyl (3S)-3-amino-3-(2,4-difluoro-2',3',6'-trimethyl-5-(trifluoromethyl)-[1,1'-biphenyl]-3-yl)propanoate N[C@@H](CC(=O)OCC)C=1C(=C(C=C(C1F)C(F)(F)F)C1=C(C(=CC=C1C)C)C)F